BrC1=C(C#N)C(=CC=C1)Br 2,6-dibromo-benzonitrile